(S)-5-(((4-(4-(3-((4-(((1-acetylpiperidin-4-yl)amino)methyl)-3-fluoropyridin-2-yl)amino)-2-chlorophenyl)-3-chloropyridin-2-yl)-2-(difluoromethoxy)benzyl)amino)methyl)pyrrolidin-2-one C(C)(=O)N1CCC(CC1)NCC1=C(C(=NC=C1)NC=1C(=C(C=CC1)C1=C(C(=NC=C1)C1=CC(=C(CNC[C@@H]2CCC(N2)=O)C=C1)OC(F)F)Cl)Cl)F